CN1C(C=NC2=CC(=CC=C12)S(=O)(=O)Cl)=O 1-methyl-2-oxo-1,2-dihydroquinoxaline-6-sulfonyl chloride